OCCN(CC(O)C=1C=NC(=CC1)[N+](=O)[O-])C 2-((2-Hydroxyethyl)(methyl)amino)-1-(6-nitropyridin-3-yl)ethan-1-ol